tert-butyl 3-chloro-9,10-dihydropyrido[3',4':3,4]pyrazolo[1,5-a]pyrimidine-8(7H)-carboxylate ClC=1C=NC=2N(C1)N=C1C2CCN(C1)C(=O)OC(C)(C)C